3-(4-amino-5-(4-amino-2-fluorophenyl)-7H-pyrrolo[2,3-d]pyrimidin-7-yl)azetidine-1-carboxylic acid tert-butyl ester C(C)(C)(C)OC(=O)N1CC(C1)N1C=C(C2=C1N=CN=C2N)C2=C(C=C(C=C2)N)F